8,8'-(((1R,2R)-2-(hydroxymethyl)-cyclobutyl)azanedi-yl)bis(N,N-didec-yloctanamide) OC[C@H]1[C@@H](CC1)N(CCCCCCCC(=O)N(CCCCCCCCCC)CCCCCCCCCC)CCCCCCCC(=O)N(CCCCCCCCCC)CCCCCCCCCC